N-[(2S)-5-{[(1R,2S)-2-(4-fluorophenyl)cyclopropyl]amino}-1-(4-methylpiperazin-1-yl)-1-oxopent-2-yl]-4-(1H-1,2,3-triazol-1-yl)benzamide, bis-mesylate salt S(C)(=O)(=O)O.S(C)(=O)(=O)O.FC1=CC=C(C=C1)[C@H]1[C@@H](C1)NCCC[C@@H](C(=O)N1CCN(CC1)C)NC(C1=CC=C(C=C1)N1N=NC=C1)=O